1-(3-bromo-5-trifluoromethoxyphenyl)-3-(3-chloro-5-fluorophenyl)urea BrC=1C=C(C=C(C1)OC(F)(F)F)NC(=O)NC1=CC(=CC(=C1)F)Cl